C(CCCCCCC\C=C/CCCCCCCC)(=O)C(O)C(OCCCCCCCC\C=C/CCCCCCCC)CO oleoyl-2-O-mono-oleylglycerol